N,N-diethylaminobutanol C(C)N(CC)C(CCC)O